Tert-butyl (2S,4R)-4-fluoro-2-((6-(oxazol-2-yl)pyridin-2-yl)carbamoyl)pyrrolidine-1-carboxylate F[C@@H]1C[C@H](N(C1)C(=O)OC(C)(C)C)C(NC1=NC(=CC=C1)C=1OC=CN1)=O